C(C)(C)(C)OC(=O)NC1CCN(CC1)C=1C2=C(N=CN1)C(=CS2)SC N-(tert-butoxycarbonyl)-1-(7-methylthiothieno[3,2-d]pyrimidin-4-yl)-4-piperidylamine